C(C1=CC=CC=C1)C1(CC(C1)(F)F)C#N 1-benzyl-3,3-difluorocyclobutane-1-carbonitrile